8-((2-hydroxyethyl)amino)-1,3-dimethyl-7-(3-(naphthalen-2-yl)benzyl)-3,7-dihydro-1H-purine-2,6-dione OCCNC1=NC=2N(C(N(C(C2N1CC1=CC(=CC=C1)C1=CC2=CC=CC=C2C=C1)=O)C)=O)C